(2S,5R)-2-(1-(4-bromophenyl)-3-(4-fluorophenyl)-1H-pyrazol-4-yl)-3-(3,4-diaminophenethyl)-5-methyl-oxazolidin-4-one BrC1=CC=C(C=C1)N1N=C(C(=C1)[C@@H]1O[C@@H](C(N1CCC1=CC(=C(C=C1)N)N)=O)C)C1=CC=C(C=C1)F